C(C)(C)(C)C=1C=C(C=C(C1O)C(C)(C)C)CCC(=O)OCC(COC(CCC1=CC(=C(C(=C1)C(C)(C)C)O)C(C)(C)C)=O)(COC(CCC1=CC(=C(C(=C1)C(C)(C)C)O)C(C)(C)C)=O)COC(CCC1=CC(=C(C(=C1)C(C)(C)C)O)C(C)(C)C)=O pentaerythritol tetrakis-[3-(3,5-di-t-butyl-4-Hydroxyphenyl)-propionate]